S1C(NC(C1)C(=O)O)C(=O)N thiazolidine-2,4-dicarboxylic acid amide